C(C)(C)(C)OC(=O)C=1C=CC2=C(N(C(=N2)CN2CCC(CC2)C2=NC(=CC=C2)OCC2=NC3=CC=CC=C3C=C2)C[C@H]2OCC2)C1 (S)-1-(oxetan-2-ylmethyl)-2-((4-(6-(quinolin-2-ylmethoxy)pyridin-2-yl)piperidin-1-yl)methyl)-1H-benzo[d]imidazole-6-carboxylic acid tert-butyl ester